(4-bromophenyl)-3H-spiro[benzofuran-2,3'-pyrrolidine] BrC1=CC=C(C=C1)N1CC2(CC1)OC1=C(C2)C=CC=C1